C1C2C(=C(C3C(O2)NC4=C(N3)C(=O)NC(=N4)N)[O-])OP(=O)(O1)[O-] The molecule is the dianion resulting from deprotonation of the phosphate group as well as removal of the acidic proton from the carbon adjacent to the 2-oxo group of precursor Z. It is a conjugate base of a precursor Z(1-).